3-((5-((1-methoxy-5,5-dimethyl-1-oxohexan-2-yl)carbamoyl)pyridin-2-yl)oxy)benzoate COC(C(CCC(C)(C)C)NC(=O)C=1C=CC(=NC1)OC=1C=C(C(=O)[O-])C=CC1)=O